N[C@@H]1CN(CC1)C1=C(C=NC(=C1C1=CC(=CC=C1)F)C#N)C(=O)NC12CC(C1)C2 4-[(3S)-3-aminopyrrolidin-1-yl]-N-{bicyclo[1.1.1]pentan-1-yl}-6-cyano-5-(3-fluorophenyl)pyridine-3-carboxamide